2,4,6-tri-tert-butylphenyl-magnesium bromide C(C)(C)(C)C1=C(C(=CC(=C1)C(C)(C)C)C(C)(C)C)[Mg]Br